5-bromo-N-ethyl-1-(1-phenylethyl)-1H-pyrazole-4-carboxamide BrC1=C(C=NN1C(C)C1=CC=CC=C1)C(=O)NCC